5-hydroxy-2-methyl-2-(4-methylpent-3-en-1-yl)-7-pentyl-N-(3-phenylpropyl)-2H-chromene-6-carboxamide OC1=C2C=CC(OC2=CC(=C1C(=O)NCCCC1=CC=CC=C1)CCCCC)(CCC=C(C)C)C